F[C@H](CN1C(C2=CC(=C(C=C2C1)NC(=O)C=1C=NN2C1N=CC(=C2)C(=O)NC)N2CCOCC2)=O)C(C)(C)O N3-[2-[(2R)-2-fluoro-3-hydroxy-3-methyl-butyl]-6-morpholino-1-oxo-isoindolin-5-yl]-N6-methyl-pyrazolo[1,5-a]pyrimidine-3,6-dicarboxamide